(R/S)-tartaric acid C([C@H](O)C(O)C(=O)O)(=O)O |r|